CC1=C(C=C(C=O)C=C1)B1OC(C(O1)(C)C)(C)C 4-methyl-3-(4,4,5,5-tetramethyl-1,3,2-dioxaborolan-2-yl)benzaldehyde